C(C)(C)(C)OC(=O)N1CCN(CC1)C=1C(=NC(=CC1)N)F 4-(6-amino-2-fluoropyridin-3-yl)piperazine-1-carboxylic acid tert-butyl ester